Methyl 3-(N-(4-chloro-5-cyano-2-(pyrimidin-2-yl)phenyl)sulfamoyl)-4-cyclopropylbenzoate ClC1=CC(=C(C=C1C#N)NS(=O)(=O)C=1C=C(C(=O)OC)C=CC1C1CC1)C1=NC=CC=N1